(R)-4-(5-(5-fluoro-2-methoxypyridin-4-yl)-1H-pyrazole-3-carbonyl)-N-((4-hydroxybicyclo[2.2.2]octan-1-yl)methyl)-4-azaspiro[2.5]octane-7-carboxamide FC=1C(=CC(=NC1)OC)C1=CC(=NN1)C(=O)N1C2(CC2)C[C@@H](CC1)C(=O)NCC12CCC(CC1)(CC2)O